4-(3-(4-bromophenyl)ureido)tetrahydro-2H-pyran-4-carboxylic acid BrC1=CC=C(C=C1)NC(NC1(CCOCC1)C(=O)O)=O